1-(2,6-dichloropyridin-4-yl)-3,3-difluorocyclobutanecarboxylic acid ClC1=NC(=CC(=C1)C1(CC(C1)(F)F)C(=O)O)Cl